(Z)-oxacyclotetradec-11-en-2-one O1C(CCCCCCCC\C=C/CC1)=O